FC=1C(=CC(=NC1)OC)[C@H](C(=O)N1C[C@]2(CC1)NC1=NC(=C(C=C1CC2)C2=NC=C(C=C2)C(F)(F)F)C)C (2R)-2-(5-fluoro-2-methoxypyridin-4-yl)-1-{(2S)-7-methyl-6-[5-(trifluoromethyl)pyridin-2-yl]-3,4-dihydro-1H-spiro[1,8-naphthyridine-2,3'-pyrrolidin]-1'-yl}propan-1-one